C(C)(C)(C)OC(NC1=C(C=CC(=C1)F)C)=O N-(5-fluoro-2-methylphenyl)carbamic acid tert-butyl ester